F/C(=C/[C@H](C[C@H]1C(NCC1)=O)NC(=O)[C@H]1N(C[C@H]2[C@@H]1CCC2)C(=O)C2(C1=CC=CC=C1C=1C=CC=CC21)O)/S(=O)(=O)C (1S,3aR,6aS)-N-((S,Z)-4-fluoro-4-(methylsulfonyl)-1-((S)-2-oxopyrrolidin-3-yl)but-3-en-2-yl)-2-(9-hydroxy-9H-fluorene-9-carbonyl)octahydrocyclopenta[c]pyrrole-1-carboxamide